COC1=CC(=NC=N1)NC1CCN(CC1)C=1OC2=C(C=C(C=C2C(C1)=O)C)C(C)NC1=C(C(=O)O)C=CC=C1 2-[1-[2-[4-[(6-Methoxypyrimidin-4-yl)amino]-1-piperidyl]-6-methyl-4-oxo-chromen-8-yl]ethylamino]benzoic acid